COC=1C(C2C(C(=O)NC2=O)=CC1)=NC1=CC=CC=C1 p-methoxyphenyliminophthalimide